octadec-9-en-1-yl 3-((3-(2-hexyldecanamido)-4-oxo-4-((2-(piperidin-1-yl)ethyl)amino)butyl)thio)propanoate C(CCCCC)C(C(=O)NC(CCSCCC(=O)OCCCCCCCCC=CCCCCCCCC)C(NCCN1CCCCC1)=O)CCCCCCCC